The molecule is the (-)-(7S,8S)-stereoisomer of guaiacylglycerol. It has been isolated from the stems of Sinocalamus affinis. It has a role as a plant metabolite. COC1=C(C=CC(=C1)[C@@H]([C@H](CO)O)O)O